FC(OC=1C=C2C(=CC1)NC(C21CCN(CC1)CCOC=1C=NC=2N(C(C=CC2C1)=O)C1CC(C1)(C)O)=O)F 5-(difluoromethoxy)-1'-[2-({7-oxo-8-[3-hydroxy-3-methylcyclobutyl]-7,8-dihydro-1,8-naphthyridin-3-yl}oxy)ethyl]-1,2-dihydrospiro[indole-3,4'-piperidin]-2-one